(S)-2-methyl-5-(pyridin-4-ylmethoxy)-N-(pyrrolidin-3-yl)benzofuran-3-carboxamide CC=1OC2=C(C1C(=O)N[C@@H]1CNCC1)C=C(C=C2)OCC2=CC=NC=C2